C(C)(C)(C)OC(=O)N1C(CCCC1)OC(CC(N)C(=O)N1CCC(CC1)N1C(NC2=CC=CC=C2C1)=O)=O [4-(2-oxo-1,4-dihydro-2H-quinazolin-3-yl)-piperidine-1-carbonyl[amino]-propionyloxy]-piperidine-1-carboxylic acid tert-butyl ester